Thien-3-one S1CC(C=C1)=O